1-[2-Methoxy-4-(trifluoromethyl)phenyl]ethan-1-ol COC1=C(C=CC(=C1)C(F)(F)F)C(C)O